C(#N)C(C(=O)N)C1=NC=C(C=C1[N+](=O)[O-])C#N 2-cyano-2-(5-cyano-3-nitropyridin-2-yl)acetamide